(9H-fluoren-9-yl)methyl (S)-4-(2-methoxy-2-oxoethyl)-5-oxooxazolidine-3-carboxylate COC(C[C@@H]1N(COC1=O)C(=O)OCC1C2=CC=CC=C2C=2C=CC=CC12)=O